8-bromo-2-(4,4-dimethylpiperidin-1-yl)-6-methyl-3H-quinazolin-4-one BrC=1C=C(C=C2C(NC(=NC12)N1CCC(CC1)(C)C)=O)C